C(C)C=1SC(=C(N1)C)B1OC(C(O1)(C)C)(C)C 2-Ethyl-4-methyl-5-(4,4,5,5-tetramethyl-1,3,2-dioxaborolan-2-yl)thiazole